Trin-butylamin C(CCC)N(CCCC)CCCC